3-(4,4,4-trifluorobutyl)urea FC(CCCNC(N)=O)(F)F